(E)-3-(4-bromophenyl)-1-(4-(tetrahydro-2H-pyran-4-yl)piperazin-1-yl)prop-2-en-1-one BrC1=CC=C(C=C1)/C=C/C(=O)N1CCN(CC1)C1CCOCC1